5-chloro-N4-cyclopentyl-N2-(1-hydroxy-3-methyl-3H-2,1-benzoxaborole-5-yl)pyrimidine-2,4-diamine ClC=1C(=NC(=NC1)NC=1C=CC2=C(C(OB2O)C)C1)NC1CCCC1